(R)-2-(1-((4-ethoxy-3-(1-methyl-7-oxo-3-propyl-6,7-dihydro-1H-pyrazolo[4,3-d]pyrimidin-5-yl) phenyl) sulfonyl) piperidin-4-yl)-2-hydroxyethyl nitrate [N+](=O)(OC[C@H](O)C1CCN(CC1)S(=O)(=O)C1=CC(=C(C=C1)OCC)C=1NC(C2=C(N1)C(=NN2C)CCC)=O)[O-]